C1=CC=CC=2C3=CC=CC=C3C(C12)COC(=O)N[C@@H](CC1=CN(C2=CC=CC=C12)C(=O)OC(C)(C)C)C(=O)O (((9H-fluoren-9-yl)methoxy)carbonyl)-1-(tert-butoxycarbonyl)-L-tryptophan